2-(1-(2-azabicyclo[2.2.1]heptan-5-ylmethyl)-1H-pyrazol-4-yl)-8-chloro-7-((2-methyl-1-((2-(trimethylsilyl)ethoxy)methyl)-1H-benzo[d]imidazol-6-yl)oxy)quinoxaline C12NCC(C(C1)CN1N=CC(=C1)C1=NC3=C(C(=CC=C3N=C1)OC=1C=CC3=C(N(C(=N3)C)COCC[Si](C)(C)C)C1)Cl)C2